2-(4-nitrophenyl)pyridine-3-carboxamide [N+](=O)([O-])C1=CC=C(C=C1)C1=NC=CC=C1C(=O)N